COC1=CC=C(C=N1)/C=C/C(=O)C1=C(C2=C(NC1=O)SC=C2)C (E)-5-(3-(6-methoxypyridin-3-yl)acryloyl)-4-methylthieno[2,3-b]pyridin-6(7H)-one